C(#N)C1(CC1)NS(=O)(=O)C=1C=CC=2N(C1)C(=NC2C2CC1(CN(C1)C(=O)OC(C)(C)C)CC2)C=2SC(=NN2)C(F)F Tert-butyl 6-(6-(N-(1-cyanocyclopropyl)sulfamoyl)-3-(5-(difluoromethyl)-1,3,4-thiadiazol-2-yl)imidazo[1,5-a]pyridin-1-yl)-2-azaspiro[3.4]octane-2-carboxylate